Cl.FC(C(=O)OCC)=C1CCNCC1 ethyl 2-fluoro-2-(piperidin-4-ylidene)acetate Hydrogen Chloride